(7-((4-(butylamino)-5-(trifluoromethyl)-7H-pyrrolo[2,3-d]pyrimidin-2-yl)amino)-2,3-dihydrobenzo-furan-4-yl)(4-morpholino-piperidin-1-yl)methanone C(CCC)NC=1C2=C(N=C(N1)NC1=CC=C(C=3CCOC31)C(=O)N3CCC(CC3)N3CCOCC3)NC=C2C(F)(F)F